5,5-diphenyl-N-p-toluenesulfonyl-4,5-dihydro-isoxazole-3-carboxamide C1(=CC=CC=C1)C1(CC(=NO1)C(=O)NS(=O)(=O)C1=CC=C(C)C=C1)C1=CC=CC=C1